C1(CCCC1)SC=1C=2N(C=CC1)C(=NC2)C(C)(C)NC(OC(C)(C)C)=O tert-butyl (2-(8-(cyclopentylthio)imidazo[1,5-a]pyridin-3-yl)propan-2-yl)carbamate